α-ketoglutarate disodium salt [Na+].[Na+].O=C(C(=O)[O-])CCC(=O)[O-]